methyltrimethylene adipate C1(CCCCC(=O)OCCC(C)O1)=O